4,7-dichloro-2-cyclohexyl-quinoline ClC1=CC(=NC2=CC(=CC=C12)Cl)C1CCCCC1